8-hydroxy-6-methyl-2,4-octadienoic acid OCCC(C=CC=CC(=O)O)C